(2-((4-methoxybenzyl)thio)thiazol-4-yl)(morpholino)methanone COC1=CC=C(CSC=2SC=C(N2)C(=O)N2CCOCC2)C=C1